tetrabromotetrahydrofuran BrC1(C(OCC1)(Br)Br)Br